5,5-difluoro-1-(p-tolyl)-3-(trifluoromethyl)-4,5,6,7-tetrahydro-1H-indol-4-ol FC1(C(C=2C(=CN(C2CC1)C1=CC=C(C=C1)C)C(F)(F)F)O)F